1-bromo-4-(tert-butoxy)benzene BrC1=CC=C(C=C1)OC(C)(C)C